N-{(5S)-8-Chloro-1-[trans-4-(pyridin-2-yloxy)cyclohexyl]-5,6-dihydro-4H-[1,2,4]triazolo[4,3-a][1]benzazepin-5-yl}prop-2-enamid ClC=1C=CC2=C(C[C@@H](CC=3N2C(=NN3)[C@@H]3CC[C@H](CC3)OC3=NC=CC=C3)NC(C=C)=O)C1